4-chloro-pyrido[3,4-d]pyridazin-1-amine ClC=1N=NC(=C2C1C=NC=C2)N